8-(4,4-difluoropiperidin-1-yl)-7-fluoroquinolin-6-amine FC1(CCN(CC1)C=1C(=C(C=C2C=CC=NC12)N)F)F